C(C)N1N=C(C=C(C1=O)C)NC1=NN2C(C=C(C=C2)C2=CC(=NC=C2OCC(C)(C)O)C)=C1 2-ethyl-6-[[5-[5-(2-hydroxy-2-methyl-propoxy)-2-methyl-4-pyridyl]pyrazolo[1,5-a]pyridin-2-yl]amino]-4-methyl-pyridazin-3-one